O1-tert-butyl O2-methyl (2S,4S)-4-[(2-chloropyrimidin-4-yl)amino]pyrrolidine-1,2-dicarboxylate ClC1=NC=CC(=N1)N[C@H]1C[C@H](N(C1)C(=O)OC(C)(C)C)C(=O)OC